FC1=CC=C(C=C1)[C@H]1[C@@H](CN(C1)CCOC)NC(=O)NC1=C(C(=NN1C1=CC=C(C=C1)F)C=1C=NN(C1)C)C 1-((3S,4R)-4-(4-fluorophenyl)-1-(2-methoxyethyl)pyrrolidin-3-yl)-3-(1-(4-fluorophenyl)-1',4-dimethyl-1H,1'H-[3,4'-bipyrazol]-5-yl)urea